3-(3-(4-((4,6-difluoropyridin-2-yl)oxy)benzyl)isoxazol-5-yl)pyridin-2-amine FC1=CC(=NC(=C1)F)OC1=CC=C(CC2=NOC(=C2)C=2C(=NC=CC2)N)C=C1